FC(C=1C=CC=2N(C1)C(=CN2)C2=CC=CC(=N2)N[C@H]2CN[C@H](C2)C)F 6-(6-(difluoromethyl)imidazo[1,2-a]pyridin-3-yl)-N-((3R,5S)-5-methylpyrrolidin-3-yl)pyridin-2-amine